ClC(Cl)Cl 1,1,1-trichloromethane